CC1(C(C2(CC(N1)(C)C)OC1(CCCCCCCCCCC1)NC2)C(=O)O)C 2,2,4,4-tetramethyl-7-oxa-3,20-diazadispiro[5.1.11.2]heneicosanoic acid